2-Methyl-6-methylene-2,7-octadien-4-one CC(C)=CC(CC(C=C)=C)=O